C1(=C(C=CC=C1)C=1C=CC2=C(N=C(O2)SCC2=CC=C(C=C2)C(F)(F)F)C1)C 5-(o-tolyl)-2-((4-(trifluoromethyl)benzyl)thio)benzo[d]oxazole